BrC1=CC=C2C(=NC(=NC2=C1F)OC[C@H]1N(CCC1)C)N1CC2CCC(C1)N2C(=O)OC(C)(C)C tert-butyl 3-[7-bromo-8-fluoro-2-[[(2S)-1-methylpyrrolidin-2-yl] methoxy] quinazolin-4-yl]-3,8-diazabicyclo[3.2.1]octane-8-carboxylate